2-(2-Methoxyethylamino)acetic acid COCCNCC(=O)O